pyrido[2,3-d]pyrimidin-5-one N1=CN=CC2=C1N=CCC2=O